2-(cyclopentanecarbonyl)-8,8-dimethyl-7-oxo-2-azaspiro[3.5]non-5-ene-6-carbonitrile C1(CCCC1)C(=O)N1CC2(C1)C=C(C(C(C2)(C)C)=O)C#N